COC=1C=C(CN(C=2SC=C(N2)CN2C(C=CC=C2)=O)CC2=CC(=CC=C2)OC)C=CC1 1-((2-(bis(3-methoxybenzyl)amino)thiazol-4-yl)methyl)pyridin-2(1H)-one